3-(2-aminoethylamino)propyltrimethoxysilane (S,Z)-4-((tert-butoxycarbonyl)(tetrahydrofuran-3-yl)amino)-2-fluorobut-2-enoate C(C)(C)(C)OC(=O)N(C\C=C(\C(=O)O)/F)[C@@H]1COCC1.NCCNCCC[Si](OC)(OC)OC